3-(3-(3-fluoro-5-(6-fluoroimidazo[1,2-a]pyridine-3-carboxamido)-4-methylphenyl)-1,2,4-oxadiazol-5-yl)azetidine-1-carboxylic acid methyl ester COC(=O)N1CC(C1)C1=NC(=NO1)C1=CC(=C(C(=C1)NC(=O)C1=CN=C2N1C=C(C=C2)F)C)F